3-((1R,5S)-3-oxabicyclo[3.1.0]hexan-6-yl)acrylonitrile [C@@H]12COC[C@H]2C1C=CC#N